N-Hydroxy-3,4-methylenedioxyamphetamine ONC(C)CC1=CC2=C(C=C1)OCO2